2-(2-(ethoxymethyl)-7-methylquinoxalin-5-yl)-6-methoxy-4-methylbenzo[d]thiazole C(C)OCC1=NC2=CC(=CC(=C2N=C1)C=1SC2=C(N1)C(=CC(=C2)OC)C)C